Cl.CC1(OC2=C(O1)C(=CC(=C2C)C(=O)NCC=2C(NC(=CC2SC)C)=O)C2=CC=C(C=C2)N2CCCCC2)C2CCNCC2 2,4-dimethyl-N-((6-methyl-4-(methylthio)-2-oxo-1,2-dihydropyridin-3-yl)methyl)-7-(4-(piperidin-1-yl)phenyl)-2-(piperidin-4-yl)benzo[d][1,3]dioxole-5-carboxamide hydrochloride salt